C(C)C=1C(NC2=CC(=NC=C2C1)CN1CCN(CC1)C=1C=CC(=NC1)C(=O)NC)=O 5-[4-[(3-ethyl-2-oxo-1H-1,6-naphthyridin-7-yl)methyl]piperazin-1-yl]-N-methyl-pyridine-2-carboxamide